3,5-dimethoxy-4-(2,2,2-trifluoroethoxy)benzaldehyde dimethyl acetal COC(C1=CC(=C(C(=C1)OC)OCC(F)(F)F)OC)OC